1-((S)-1-cyanoethyl)-3-isopropoxy-1H-pyrazol C(#N)[C@H](C)N1N=C(C=C1)OC(C)C